acetic acid isopropyl ester C(C)(C)OC(C)=O